2-Chloro-N-(3-hydroxyphenyl)nicotinamide ClC1=C(C(=O)NC2=CC(=CC=C2)O)C=CC=N1